COC1=CC=C(C=C1)[C@@H](C)N(CC=C(C1=CC=CC=C1)C1=CC=CC=C1)CC#C (R)-N-(1-(4-methoxyphenyl)ethyl)-3,3-diphenyl-N-(prop-2-yn-1-yl)prop-2-en-1-amine